OCCS(=O)(=O)NC1=CC(=C(C(=O)NC=2C=C3C(N(CC3=CC2)C)=O)C=C1)N1CCC2(CC2)CC1 4-((2-hydroxyethyl)sulfonamido)-N-(2-methyl-3-oxoisoindolin-5-yl)-2-(6-azaspiro[2.5]octan-6-yl)benzamide